C(C)N1C=2C3=CN=C(C(O[C@@H](C4=CC(=CC=C4C=4N=CC=C(C4CC2C=N1)OC)F)C)=C3)N (20R)-3-ethyl-17-fluoro-9-methoxy-20-methyl-21-oxa-3,4,12,24-tetraazapentacyclo[20.3.1.02,6.08,13.014,19]hexacosa-1(25),2(6),4,8(13),9,11,14,16,18,22(26),23-undecaen-23-amine